(R)-N-(1-(3-bromophenyl)ethyl)-7-methoxy-2-methyl-6-((7-(piperidin-1-yl)heptyl)oxy)quinazolin-4-amine BrC=1C=C(C=CC1)[C@@H](C)NC1=NC(=NC2=CC(=C(C=C12)OCCCCCCCN1CCCCC1)OC)C